C1=CC=CC=2C3=CC=CC=C3C(C12)COC(=O)N[C@H]1CCC2=CC=CC=3C[C@H](N(C1=O)C32)C(=O)O (2S,11S)-11-([[(9H-fluoren-9-yl)methoxy]carbonyl]amino)-12-oxo-1-azatricyclo[6.4.1.0^[4,13]]trideca-4(13),5,7-triene-2-carboxylic acid